(Z)-8-bromo-1,2-dimethyl-3-(2-methylhydrazineylidene)-1,2,3,4-tetrahydroquinoxaline BrC=1C=CC=C2N\C(\C(N(C12)C)C)=N/NC